CC1=CC=C(C=C1)S(=O)(=O)OCCC1=CC(=CC=C1)N(C1=CC=CC=C1)C 3-(methyl(phenyl) amino)phenethyl 4-methylbenzenesulfonate